2-(2-(2-mercaptoethoxy) ethylthio)ethyl ether SCCOCCSCCOCCSCCOCCS